2-(4-thiazolyl)-5-(trifluoromethyl)pyrimidine S1C=NC(=C1)C1=NC=C(C=N1)C(F)(F)F